C(CCC)C=1C=C(C(=C(C1)O)C\C=C(\CCC=C(C)C)/C)O 5-Butyl-2-[(2E)-3,7-dimethylocta-2,6-dienyl]benzene-1,3-diol